OC=1C=C(C=CC1)C1NC2=CC=CC=C2C(N1)=O 2-(3-hydroxyphenyl)-2,3-dihydroquinazolin-4(1H)-one